N-methyl-oxetane-3-carboxamide CNC(=O)C1COC1